FC(C1=C(N=CN1C1=NC=C(C=N1)C=O)C)F 2-(5-(difluoromethyl)-4-methyl-1H-imidazol-1-yl)pyrimidine-5-carbaldehyde